C[SiH-](C#CSC1=CC=CC=C1)(C)C trimethyl-((phenylthio)ethynyl)silaneid